N-(4-(2-aminoethyl)phenyl)tetrahydro-2H-thiopyran-4-amine NCCC1=CC=C(C=C1)NC1CCSCC1